azol-3-ylmethanol N1C=C(C=C1)CO